N-(3-(2,2-difluoropropyl)-1,2,4-thiadiazol-5-yl)-4-(3-(trifluoromethoxy)phenyl)furan-2-carboxamide FC(CC1=NSC(=N1)NC(=O)C=1OC=C(C1)C1=CC(=CC=C1)OC(F)(F)F)(C)F